N1(CCC1)CC=1SC=C(N1)NC1=NC=C(C(=N1)NCCCN1CCOCCC1=O)C(F)(F)F 4-(3-((2-((2-(azetidin-1-ylmethyl)thiazol-4-yl)amino)-5-(trifluoromethyl)pyrimidin-4-yl)amino)propyl)-1,4-oxazepan-5-one